(S)-N-(1-(4-(benzylthio)-2-methylphenylamino)-1-oxo-3-phenylpropan-2-yl)-5-fluoropicolinamide C(C1=CC=CC=C1)SC1=CC(=C(C=C1)NC([C@H](CC1=CC=CC=C1)NC(C1=NC=C(C=C1)F)=O)=O)C